C(CCCCCCCCCCCCCCCCCCCCCCCCCCC)(=O)O Montanic acid